N[C@@H](C)C(=O)N1CCC(CC1)C(C)NC(=O)C=1NC2=C(C=CC=C2C1)C N-(1-(1-(L-alanyl)piperidin-4-yl)ethyl)-7-methyl-1H-indole-2-carboxamide